((2R,4S,5S)-4-azido-5-(methylsulfanyl)tetrahydro-2H-pyran-2-yl)((S)-1-(4-fluorophenyl)-3,4-dihydroisoquinolin-2(1H)-yl)methanone N(=[N+]=[N-])[C@H]1C[C@@H](OC[C@H]1SC)C(=O)N1[C@H](C2=CC=CC=C2CC1)C1=CC=C(C=C1)F